NC1=NC=NC=2N(C3=CC=C(C=C3C21)CNC(=O)OC(C)(C)C)CC(=O)O 2-(4-amino-6-(((tert-butoxycarbonyl)amino)methyl)-9H-pyrimido[4,5-b]indol-9-yl)acetic acid